NC=1N=CC2=C(N(CC(C(N2C)=O)(F)F)C2CCCC2)N1 2-amino-9-cyclopentyl-7,7-difluoro-5-methyl-5,7,8,9-tetrahydro-6H-pyrimido[4,5-b][1,4]diazepin-6-one